Pentaerythritol bis(benzylphosphonate) C(C1=CC=CC=C1)P(O)(O)=O.C(C1=CC=CC=C1)P(O)(O)=O.OCC(CO)(CO)CO